methanate sulfur [S+2].C(=O)[O-].C(=O)[O-]